FC=1C=C(C=2C3=C(NC2C1)C(=NC=N3)OC)F 7,9-difluoro-4-methoxy-5H-pyrimido[5,4-b]indole